CO\N=C\C1=CC=C(OCC2CN(C(O2)C(F)(F)F)C2=CC(=C(C#N)C=C2)C(F)(F)F)C=C1 4-(5-((4-((E)-(Methoxyimino)methyl)phenoxy)methyl)-2-(trifluoromethyl)oxazolidin-3-yl)-2-(trifluoromethyl)benzonitril